[Li].C(CCC#N)#N succinonitrile, lithium salt